1-methyl-4-(2,4,4-trimethylpentan-2-yl)benzene CC1=CC=C(C=C1)C(C)(CC(C)(C)C)C